1-(2-morpholinoethyl)-1H-pyrrolo[3,2-b]pyridine-3-carboxamide O1CCN(CC1)CCN1C=C(C2=NC=CC=C21)C(=O)N